tert-butyl 7-(4-methyl-3-oxo-pentanoyl)oxy-2-azaspiro[3.5]nonane-2-carboxylate CC(C(CC(=O)OC1CCC2(CN(C2)C(=O)OC(C)(C)C)CC1)=O)C